(R)-(5-((3-chloro-2-(dimethylcarbamoyl)-6-nitrophenyl)amino)hexyl)carbamate ClC=1C(=C(C(=CC1)[N+](=O)[O-])N[C@@H](CCCCNC([O-])=O)C)C(N(C)C)=O